benzyl 4-(2,3-dihydroxypropyl)-4-hydroxypiperidine-1-carboxylate OC(CC1(CCN(CC1)C(=O)OCC1=CC=CC=C1)O)CO